(R,R)-N-(8,9-difluoro-4-hydroxy-6-oxo-1,2,3,4,5,6-hexahydrophenanthridin-1-yl)-5-fluoro-N-methyl-1H-indole-2-carboxamide FC=1C=C2C(NC=3[C@@H](CC[C@H](C3C2=CC1F)N(C(=O)C=1NC2=CC=C(C=C2C1)F)C)O)=O